copper zinc telluride [Te-2].[Zn+2].[Cu+2].[Te-2]